(octafluoro-1,6-hexanediol) terephthalate C(C1=CC=C(C(=O)O)C=C1)(=O)O.FC(C(C(C(O)(F)F)(F)F)(F)F)(CCO)F